(4E)-11,11-dibutyloxy-4-undecenyltrimethylphosphonium chloride [Cl-].C(CCC)OC(CCCCC/C=C/CCC[P+](C)(C)C)OCCCC